C(C)(CC)P(CCCCP(C(C)CC)C(C)CC)C(C)CC 1,4-di(di-sec-butylphosphino)butane